[Cl-].C[N+](C(=O)C=C)(C(=O)C=C)C dimethyl-diacrylammonium chloride